METHYL-3-BUTENE-2-AL CCC(C=C)=O